sodium butyryl((3,5-difluoro-4-((7-methoxy-2-oxo-2,3-dihydro-1H-imidazo[4,5-c][1,8]naphthyridin-1-yl)methyl)phenyl)sulfonyl)amide C(CCC)(=O)[N-]S(=O)(=O)C1=CC(=C(C(=C1)F)CN1C(NC=2C=NC=3N=C(C=CC3C21)OC)=O)F.[Na+]